N1C(CCC1)CNC(OC(C)(C)C)=O Tert-butyl (pyrrolidin-2-ylmethyl)carbamate